3-(3-chloropropyl)-6-methoxy-1H-4,2,1-benzooxathiazine 2,2-dioxide ClCCCC1S(NC2=C(O1)C=C(C=C2)OC)(=O)=O